C(C)(C)(C)OC(=O)N1C(CN(CC1)C=1C=C(C=NC1)B(O)O)(C)C (5-(4-(tert-butoxycarbonyl)-3,3-dimethylpiperazin-1-yl)pyridin-3-yl)boronic acid